N1=C(N=CC=C1)N1CC2C(C1)CN(C2)C(=O)O 5-(pyrimidin-2-yl)hexahydropyrrolo[3,4-c]Pyrrole-2(1H)-carboxylic acid